C(#N)C1=C(N=C2N(C1=O)C=C(C=C2[C@@H](C)NC2=C(C(=O)O)C=CC=C2)C)N2CC1(C2)CN(C1)C1=CC=C(C=C1)C#N (R)-2-((1-(3-cyano-2-(6-(4-cyanophenyl)-2,6-diazaspiro[3.3]heptan-2-yl)-7-methyl-4-oxo-4H-pyrido[1,2-a]pyrimidin-9-yl)ethyl)amino)benzoic acid